FC=1C=C(C=CC1OC1=C2C(=NC=C1)C=C(S2)C2=NC=C(C=C2)CN2CC(CC2)F)NC(=O)C2=C1C(=CN(C2=O)C2=CC=C(C=C2)F)CCO1 N-(3-fluoro-4-((2-(5-((3-fluoropyrrolidin-1-yl)methyl)pyridin-2-yl)thieno[3,2-b]pyridine-7-yl)oxy)phenyl)-5-(4-fluorophenyl)-6-oxo-2,3,5,6-tetrahydrofuro[3,2-c]pyridine-7-carboxamide